BrCC=1C=CC(=C(C#N)C1)OC 5-(bromomethyl)-2-methoxybenzonitrile